N-(4-((1,3,4-oxadiazol-2-yl)methyl)benzyl)-4-chloro-2-nitroaniline O1C(=NN=C1)CC1=CC=C(CNC2=C(C=C(C=C2)Cl)[N+](=O)[O-])C=C1